propyl thiovalerate C(CCCC)(=S)OCCC